perfluorodecyl-trihexoxysilane FC(C(C(C(C(C(F)(F)F)(F)F)(F)F)(F)F)(F)F)(O[Si](OC(C(C(C(C(C(F)(F)F)(F)F)(F)F)(F)F)(F)F)(F)F)(OC(C(C(C(C(C(F)(F)F)(F)F)(F)F)(F)F)(F)F)(F)F)C(C(C(C(C(C(C(C(C(C(F)(F)F)(F)F)(F)F)(F)F)(F)F)(F)F)(F)F)(F)F)(F)F)(F)F)F